N=1N(N=C2C1C=CC=C2)C2=CC(=CC=C2O)CCO 6-(2H-benzotriazol-2-yl)-4-(2-hydroxyethyl)phenol